N1C(NC(C12CCNCC2)=O)=O 1,3,8-triazaspiro[4.5]-decane-2,4-dione